(S)-4-((2-cyano-4-fluorophenyl)thio)-6-(5-methyl-1-(piperidin-3-yl)-1H-pyrazol-4-yl)pyrazolo[1,5-a]pyridine-3-carbonitrile C(#N)C1=C(C=CC(=C1)F)SC=1C=2N(C=C(C1)C=1C=NN(C1C)[C@@H]1CNCCC1)N=CC2C#N